FC=1C=C2N(CCN(C2=CC1)C(=O)NCC1CN(CC1)C)C1=CC=C(C=C1)F 6-Fluoro-4-(4-fluorophenyl)-N-((1-methylpyrrolidin-3-yl)methyl)-3,4-dihydroquinoxaline-1(2H)-carboxamide